(4Z)-2-[[(1R)-1-(hydroxymethyl)-3-methyl-butyl]amino]-4-[(2-methylindazol-5-yl)methylene]-1H-imidazol-5-one OC[C@@H](CC(C)C)NC=1NC(/C(/N1)=C/C1=CC2=CN(N=C2C=C1)C)=O